O=C(COC(C)C=1C=C(C(NC1)=O)C(F)(F)F)N1CCN(CC1)C1=NC=C(C=N1)C(F)(F)F 5-(1-(2-Oxo-2-(4-(5-(trifluoromethyl)pyrimidin-2-yl)piperazin-1-yl)ethoxy)ethyl)-3-(trifluoromethyl)pyridin-2(1H)-one